NC1=NC=CC(=C1)S(=O)(=O)NC=1SC(=C(N1)C1=C(C=CC=C1C)OC(C)C)C1=CC(=CC(=C1)F)OCCC(C)(C)C 2-Amino-N-(5-(3-(3,3-dimethylbutoxy)-5-fluorophenyl)-4-(2-isopropoxy-6-methylphenyl)thiazol-2-yl)pyridine-4-sulfonamide